FC=1C=C2CC(CC2=CC1F)NC1=NC=C(C=N1)C=1OC(=NN1)N1CCC(CC1)C=1OC(=NN1)C(F)F N-(5,6-difluoro-2,3-dihydro-1H-inden-2-yl)-5-(5-(4-(5-(difluoromethyl)-1,3,4-oxadiazol-2-yl)piperidin-1-yl)-1,3,4-oxadiazol-2-yl)pyrimidin-2-amine